tert-butyl (R)-2-methylpiperazin-1-carboxylate C[C@H]1N(CCNC1)C(=O)OC(C)(C)C